N-{1-[(1-methylcyclobutyl)methyl]-1H-pyrazol-4-yl}-2-(1H-pyrazol-4-yl)-1,3-thiazole CC1(CCC1)CN1N=CC(=C1)N1C(SC=C1)C=1C=NNC1